trimethyl-[2-[[3-(4,4,5,5-tetramethyl-1,3,2-dioxaborolan-2-yl)-2-bicyclo[4.2.0]octa-1(6),2,4-trienyl]oxymethoxy]ethyl]silane C[Si](CCOCOC=1C=2CCC2C=CC1B1OC(C(O1)(C)C)(C)C)(C)C